ClC1=CC(=C(NC=2C3=C(N=CN2)C=CC(=N3)N3CC(C3)NC(C=C)=O)C=C1F)F N-[1-[4-(4-chloro-2,5-difluoro-anilino)pyrido[3,2-d]pyrimidin-6-yl]azetidin-3-yl]prop-2-enamide